2-allyl-2-nitropentene-4-enoic acid ethyl ester C(C)OC(C(C=C=C)([N+](=O)[O-])CC=C)=O